CC1=C(C=C(C=C1)[C@]12[C@@H]([C@H]([C@@H]([C@](CO1)(O2)C)O)O)O)CC2=CC=C(OCCCC(=O)O)C=C2 4-[4-[[2-methyl-5-[(1S,2S,3S,4R,5S)-2,3,4-trihydroxy-1-methyl-6,8-dioxabicyclo[3.2.1]oct-5-yl]phenyl]methyl]phenoxy]butyric acid